N-[(2-methyltetrahydrofuran-3-ylidene)amino]carbamic acid tert-butyl ester C(C)(C)(C)OC(NN=C1C(OCC1)C)=O